C(C)(C)(C)[Si](OCCO)(C)C 2-{[tert-butyl-(dimethyl)silyl]oxy}ethanol